C1=CN=C2C(C=C3C(=C12)C=CC=C3)=O benzo[e]indole-4-one